hafnium (IV) trihydroxide mono-n-propoxide [O-]CCC.[OH-].[OH-].[OH-].[Hf+4]